3-(1-OXO-4-((4-((3-OXO-4-(PYRIDIN-2-YL)PIPERAZIN-1-YL)METHYL)BENZYL)OXY)ISOINDOLIN-2-YL)PIPERIDINE-2,6-DIONE O=C1N(CC2=C(C=CC=C12)OCC1=CC=C(C=C1)CN1CC(N(CC1)C1=NC=CC=C1)=O)C1C(NC(CC1)=O)=O